glyoxal-HCl Cl.C(=O)C=O